O1-tert-butyl O3-methyl 3-[2-[[(1S)-1-benzyloxycarbonyl-2-methyl-propyl]amino]ethyl]azetidine-1,3-dicarboxylate C(C1=CC=CC=C1)OC(=O)[C@H](C(C)C)NCCC1(CN(C1)C(=O)OC(C)(C)C)C(=O)OC